C1C(C(CC2=CC=CC=C12)=O)=O 1,4-dihydro-naphthalene-2,3-dione